(2S,5R)-4-Cyclopropyl-2,5-dimethyl-N-(4-phenylbutyl)piperazine-1-carboxamide C1(CC1)N1C[C@@H](N(C[C@H]1C)C(=O)NCCCCC1=CC=CC=C1)C